methyl homovanillate C(CC1=CC(OC)=C(O)C=C1)(=O)OC